3-((2-((4-(1-(4-(6-hydroxy-2-phenyl-1,2,3,4-tetrahydronaphthalen-1-yl)phenyl)piperidin-4-yl)piperazin-1-yl)methyl)phenyl)amino)piperidine-2,6-dione OC=1C=C2CCC(C(C2=CC1)C1=CC=C(C=C1)N1CCC(CC1)N1CCN(CC1)CC1=C(C=CC=C1)NC1C(NC(CC1)=O)=O)C1=CC=CC=C1